C(CCC)O[Si](OCCCC)(OCCCC)C([Si](OCCCC)(OCCCC)OCCCC)([Si](OCCCC)(OCCCC)OCCCC)[SiH3] tris-tributoxysilylmethyl-silane